ClC1=C(C=C(C=N1)OCC(=O)N[C@H]1CO[C@@H](CC1)C=1OC(=NN1)C=1C=NC(=CC1)Cl)F 2-[(6-chloro-5-fluoropyridin-3-yl)oxy]-N-[(3R,6S)-6-[5-(6-chloropyridin-3-yl)-1,3,4-oxadiazol-2-yl]oxan-3-yl]acetamide